1-(4-(3-(6-bromo-1H-indol-1-yl)propyl)piperazin-1-yl)-2-(2,4-difluorophenyl)-3-(1H-1,2,4-triazol-1-yl)propan-2-ol BrC1=CC=C2C=CN(C2=C1)CCCN1CCN(CC1)CC(CN1N=CN=C1)(O)C1=C(C=C(C=C1)F)F